butanesultone C1CCCOS1(=O)=O